C(#N)C1(COC1)NS(=O)(=O)C1=CC(=C2C=NN(C2=C1)C=1SC(=NN1)C(F)F)N1CCN(CC1)C(=O)C1CCCC1 N-(3-cyanooxetan-3-yl)-4-(4-(cyclopentanecarbonyl)piperazin-1-yl)-1-(5-(difluoromethyl)-1,3,4-thiadiazol-2-yl)-1H-indazole-6-sulfonamide